(((2S,4R)-4-(2-methoxyethoxy)-1-methylpyrrolidin-2-yl)methoxy)pyrido[4,3-d]pyrimidine COCCO[C@@H]1C[C@H](N(C1)C)COC=1N=CC2=C(N1)C=CN=C2